C(C)(=O)OC(CCl)C(CC\C=C(\CCC=C(C)C)/C)=C (E)-1-chloro-7,11-dimethyl-3-methylenedodeca-6,10-dien-2-yl acetate